(S)-N-t-butoxycarbonyl-3-phenylpiperidin-3-ol C(C)(C)(C)OC(=O)N1C[C@@](CCC1)(O)C1=CC=CC=C1